5-(methylsulfonimidoyl)benzothiophene-2-carboxylic acid CS(=O)(=N)C=1C=CC2=C(C=C(S2)C(=O)O)C1